C(=C)OCCCS(=O)(=O)O 3-vinyl-oxypropane-1-sulphonic acid